2,6-dichloro-N-((6-methoxypyridin-3-yl)methyl)benzamide ClC1=C(C(=O)NCC=2C=NC(=CC2)OC)C(=CC=C1)Cl